CN1N=CC(=C1C1=CC=C(N=N1)NCC1C[C@@H]2[C@@H](CN(C2)C(=O)OC(C)(C)C)C1)C tert-Butyl (3aR,5s,6aS)-5-[[[6-(2,4-dimethylpyrazol-3-yl)pyridazin-3-yl]amino]methyl]-3,3a,4,5,6,6a-hexahydro-1H-cyclopenta[c]pyrrole-2-carboxylate